CCCCCC(=O)CCCCC di-n-amyl ketone